2-chloro-4-[[4-[[(1S)-2-hydroxy-1-phenyl-ethyl]amino]-5-(1H-tetrazol-5-yl)pyrimidin-2-yl]amino]-N,N-dimethyl-benzamide ClC1=C(C(=O)N(C)C)C=CC(=C1)NC1=NC=C(C(=N1)N[C@H](CO)C1=CC=CC=C1)C1=NN=NN1